C(C)OC(=O)C1=C(C=2N(N=C1)C=C(N2)C)C(=C)C 2-methyl-8-(prop-1-en-2-yl)imidazo[1,2-b]Pyridazine-7-carboxylic acid ethyl ester